[2H]C(CC(C)C)(C(=O)O)N([2H])[2H] DL-Leucine-D3